FC1=C(SC(=C1)[C@H]1N([C@@H](CC2=C1NC1=CC=CC=C21)C)CC(C)(C)F)CC2CN(C2)C(=O)OC(C)(C)C tert-Butyl 3-((3-fluoro-5-((1S,3R)-2-(2-fluoro-2-methylpropyl)-3-methyl-2,3,4,9-tetrahydro-1H-pyrido[3,4-b]indol-1-yl)thiophen-2-yl)methyl)azetidine-1-carboxylate